6-((2,6-Difluorophenyl)ethynyl)-N,N-dimethylquinolin-2-amine FC1=C(C(=CC=C1)F)C#CC=1C=C2C=CC(=NC2=CC1)N(C)C